2-[1-(2,6-dioxo-3-piperidyl)-3,3-dimethyl-2-oxo-indolin-4-yl]acetaldehyde O=C1NC(CCC1N1C(C(C2=C(C=CC=C12)CC=O)(C)C)=O)=O